4-((4'-(piperidin-1-yl)-[1,1'-biphenyl]-4-yl)oxy)-1H-1,2,3-triazole-5-carboxylic acid N1(CCCCC1)C1=CC=C(C=C1)C1=CC=C(C=C1)OC=1N=NNC1C(=O)O